3-Chloro-5-(1H-pyrazol-4-yl)benzyl-carbamic acid tert-butyl ester C(C)(C)(C)OC(NCC1=CC(=CC(=C1)C=1C=NNC1)Cl)=O